ClC1=CC=C(S1)C1=NN(C2=CC=C(C=C12)NC(CC(=O)O)C)C(C)C 3-((3-(5-chlorothien-2-yl)-1-isopropyl-1H-indazol-5-yl)amino)butanoic acid